(3-acryloxypropyl)methyl-di(trimethylsiloxy)silane C(C=C)(=O)OCCC[Si](O[Si](C)(C)C)(O[Si](C)(C)C)C